N=1C=NN2C1C=C(C=C2)OC2=C(C=C(C=C2)NC2=NC=NN1C2=C(C=C1)C1CN(C1)C(=O)\C(\C#N)=C\C(C)(C)C)C (E)-2-(3-(4-((4-([1,2,4]triazolo[1,5-a]pyridin-7-yloxy)-3-methylphenyl)amino)pyrrolo[2,1-f][1,2,4]triazin-5-yl)azetidine-1-carbonyl)-4,4-dimethylpent-2-enenitrile